COCCOCC(CC(=O)OCC)=O ethyl 4-(2-methoxyethoxy)-3-oxobutanoate